(2-fluoroethyl)(methyl)amine hydrochloride Cl.FCCNC